N-((1-methoxyisoquinolin-4-yl)(phenyl)methyl)ethylamine COC1=NC=C(C2=CC=CC=C12)C(NCC)C1=CC=CC=C1